1,3-di(pyridin-2-yl)-2-propen-1-one N1=C(C=CC=C1)C(C=CC1=NC=CC=C1)=O